FC(N1N=CC(=C1)N1N=C(C=C(C1=O)C(=O)N[C@@H](C(F)(F)F)CO)C1=CC=C(C=C1)C(F)(F)F)F 2-[1-(difluoromethyl)-1H-pyrazol-4-yl]-3-oxo-N-[(2R)-1,1,1-trifluoro-3-hydroxypropan-2-yl]-6-[4-(trifluoromethyl)phenyl]-2,3-dihydropyridazine-4-carboxamide